(1R,2R)-N-(4-(6-((Z)-Cyclopropyl(hydroxyimino)methyl)-4-methylpyridin-3-yl)imidazo[1,2-a][1,6]naphthyridin-8-yl)-2-fluorocyclopropane-1-carboxamide C1(CC1)/C(/C1=CC(=C(C=N1)C=1C=2N(C3=CC(=NC=C3C1)NC(=O)[C@@H]1[C@@H](C1)F)C=CN2)C)=N/O